8-(3-((1H-1,2,3-triazol-1-yl)methyl)azetidin-1-yl)-3-chloro-5-isopropylisoquinoline N1(N=NC=C1)CC1CN(C1)C=1C=CC(=C2C=C(N=CC12)Cl)C(C)C